hydroxyl ethyl dimethacrylate C(C(=C)C)(=O)OO.C(C(=C)C)(=O)OCC